1,1,1,3,3,3-Hexafluoropropan-2-yl (S)-1-((6-acetamidopyridin-3-yl)carbamoyl)-6-azaspiro[2.5]octan-6-carboxylat C(C)(=O)NC1=CC=C(C=N1)NC(=O)[C@H]1CC12CCN(CC2)C(=O)OC(C(F)(F)F)C(F)(F)F